tetradecynediol C(C#CCCCCCCCCCCC)(O)O